4-(4-Acrylphenoxy)-2-formylphenylboronic acid pinacol ester C(=O)(C=C)C1=CC=C(OC2=CC(=C(C=C2)B2OC(C)(C)C(C)(C)O2)C=O)C=C1